CN1CCN(C(C1)C)CC1=CC=C(C=C1)[N+](=O)[O-] 4,6-dimethyl-1-(4-nitrobenzyl)piperazin